2-(3'-(3-bromopropyloxy)-2,2'-dimethyl-[1,1'-biphenyl]-3-yl)thiazole-5-carbaldehyde BrCCCOC=1C(=C(C=CC1)C1=C(C(=CC=C1)C=1SC(=CN1)C=O)C)C